Cl.Cl.Cl.Cl.Cl.N1=CN=CC2=C1C=NC=C2 pyrido[3,4-d]Pyrimidine pentahydrochloride